COC(=O)[C@@H]1OC2=CC=CC=C2CC1.FC1=C(C(=O)NC(C(=O)NC2=CC=C(C=C2)S(NC)(=O)=O)CC2=CC=CC=C2)C=CC=C1 fluoro-N-(1-(4-(N-methylsulfamoyl)phenylamino)-1-oxo-3-phenylpropan-2-yl)benzamide methyl-(R)-chromane-2-carboxylate